FC=1C=C(C=C(C1)F)C1CC=NN1C(=O)C12CC(C1)(C2)CN2C=NC(=C2)C#N 1-((3-(5-(3,5-difluorophenyl)-4,5-dihydro-1H-pyrazole-1-carbonyl)bicyclo[1.1.1]-pentan-1-yl)methyl)-1H-imidazole-4-carbonitrile